Potassium 2,5-bis(hydroxyethoxy)benzenesulfonate OCCOC1=C(C=C(C=C1)OCCO)S(=O)(=O)[O-].[K+]